FC(C1=CC=C(C=C1)C1CCN(CC1)C1=CC=C(C=C1)C1(COC1)O)(F)F 3-(4-(4-(4-(trifluoromethyl)phenyl)piperidin-1-yl)phenyl)oxetan-3-ol